O=C1O[C@@]2(C[C@@H](C3(CC3)CC2)CN2C=NC3=C2C=C(C=C3)C#N)CN1 |r| rac-1-(((4S,6S)-8-Oxo-7-oxa-9-azadispiro[2.2.46.23]dodecan-4-yl)methyl)-1H-benzo[d]imidazole-6-carbonitrile